[N+](=O)([O-])C1=C(C=CC=C1O)C 2-nitro-m-cresol